2-butylsulfanyl-5H-pyrrolo[2,3-b]pyrazine C(CCC)SC=1N=C2C(=NC1)NC=C2